7-[(2Z)-ethylidene]-4,21-bis(1-methylethyl)-2-oxa-12,13-dithia-5,8,20,23-tetraazabicyclo[8.7.6]tricos-16-ene-3,6,9,19,22-pentone C(C)=C1C(NC(C(OC2C=CCCSSCC(C(N1)=O)NC(C(NC(C2)=O)C(C)C)=O)=O)C(C)C)=O